BrC=1C=C2C(=NC=NC2=CC1)NC1=C(C=CC(=C1)Cl)F 6-bromo-N-(5-chloro-2-fluorophenyl)quinazolin-4-amine